4-(diethylamino)-2-hydroxy-benzaldehyde C(C)N(C1=CC(=C(C=O)C=C1)O)CC